6-(Ethylamino)-N-[(3S)-9-fluoro-2-oxo-5-phenyl-1,3-dihydro-1,4-benzo-diazepin-3-yl]-2-(2-fluorophenyl)-imidazo[1,2-b]-pyridazine-3-carboxamide C(C)NC=1C=CC=2N(N1)C(=C(N2)C2=C(C=CC=C2)F)C(=O)N[C@@H]2C(NC1=C(C(=N2)C2=CC=CC=C2)C=CC=C1F)=O